NC1CC2(CC(C2)NC=2C=CC(=NC2C)NC(C)(C)C)C1 N5-(6-aminospiro[3.3]heptan-2-yl)-N2-(tert-butyl)-6-methylpyridine-2,5-diamine